4-(4-aminophenyl)benzonitrile NC1=CC=C(C=C1)C1=CC=C(C#N)C=C1